(E)-2-(Hydroxyimino)-4-(trifluoromethyl)-2,3-dihydro-1H-inden-1-one O\N=C/1\C(C2=CC=CC(=C2C1)C(F)(F)F)=O